2-(4-(1-(4-chloro-3-fluorophenyl)-3,3-dimethyl-2,3-dihydro-1H-pyrrolo[3,2-b]pyridine-5-carbonyl)-3,3-dimethylpiperazin-1-yl)-pyrimidine ClC1=C(C=C(C=C1)N1CC(C2=NC(=CC=C21)C(=O)N2C(CN(CC2)C2=NC=CC=N2)(C)C)(C)C)F